(R)-(1-((6-bromopyridin-2-yl)amino)-3-methyl-1-oxobutan-2-yl)carbamic acid tert-butyl ester C(C)(C)(C)OC(N[C@@H](C(=O)NC1=NC(=CC=C1)Br)C(C)C)=O